[Si](C)(C)(C(C)(C)C)OC1CCN(CC1)C1=C(C=CC(=C1)F)N[C@H](C)C=1C=C(C=C2C(N(C(=NC12)C1CCOCC1)C)=O)Cl (R)-8-(1-((2-(4-((tert-butyldimethylsilyl)oxy)piperidin-1-yl)-4-fluorophenyl)amino)ethyl)-6-chloro-3-methyl-2-(tetrahydro-2H-pyran-4-yl)quinazolin-4(3H)-one